C(#N)C1=CC=C(C=C1)NC1=NC(=NC2=CC(=CC=C12)F)SC(C(=O)O)CC ((4-((4-cyanophenyl)amino)-7-fluoroquinazolin-2-yl)thio)butanoic acid